C(#N)C(C(=O)N1C[C@H]2SC3=C([C@@H]1C2)C=NC=C3C#N)(C)C (2S,5S)-4-(2-cyano-2-methylpropanoyl)-2,3,4,5-tetrahydro-2,5-methanopyrido[3,4-f][1,4]thiazepine-9-carbonitrile